O1CCC(CC1)CN[C@H]1[C@@H](C1)C1=CC(=CS1)C(=O)NC1CCN(CC1)CC(F)(F)F 5-((1R,2R)-2-((tetrahydro-2H-pyran-4-ylmethyl)-amino)cyclopropyl)-N-(1-(2,2,2-trifluoroethyl)-piperidin-4-yl)thiophene-3-carboxamide